3-(5-(2H-1,2,3-triazol-2-yl)pyrid-2-yl)-1-(2,6-difluorobenzyl)-5-((dimethylamino)methyl)-6-(4-nitrophenyl)thieno[2,3-d]pyrimidine-2,4(1H,3H)-dione N=1N(N=CC1)C=1C=CC(=NC1)N1C(N(C2=C(C1=O)C(=C(S2)C2=CC=C(C=C2)[N+](=O)[O-])CN(C)C)CC2=C(C=CC=C2F)F)=O